C(C=C)(=O)OCCC[Si](OC)(OC)C γ-acryloxypropyl-methyldimethoxysilane